perfluoroheptadecyl-trimethyloxysilane FC(O[Si](OC(F)(F)F)(OC(F)(F)F)C(C(C(C(C(C(C(C(C(C(C(C(C(C(C(C(C(F)(F)F)(F)F)(F)F)(F)F)(F)F)(F)F)(F)F)(F)F)(F)F)(F)F)(F)F)(F)F)(F)F)(F)F)(F)F)(F)F)(F)F)(F)F